O=C1N(CC2=CC(=CC=C12)NCC1CCNCC1)N1C(CCCC1=O)=O (1-oxo-5-((piperidin-4-ylmethyl)amino)isoindolin-2-yl)piperidine-2,6-dione